OC(CC(=O)O)(C)C.C=C(C)C isobutene 3-hydroxyisovalerate